2-(aminomethyl)-phenol NCC1=C(C=CC=C1)O